(2S)-1-((6aR)-8-acryloyl-4-chloro-3-(2-fluoro-6-hydroxyphenyl)-12-oxo-6,6a,7,8,9,10-hexahydro-12H-pyrazino[2,1-c]pyrido[3,4-f][1,4]oxazepin-1-yl)-N,2-dimethylpyrrolidine-2-carboxamide C(C=C)(=O)N1C[C@@H]2COC3=C(C(N2CC1)=O)C(=NC(=C3Cl)C3=C(C=CC=C3O)F)N3[C@@](CCC3)(C(=O)NC)C